C[C@@H](CCC=C(C)C)[C@]12CCC(=C)[C@H]1C2 The molecule is a sesquiterpene that consists of (1R,5R)-2-methylidenebicyclo[3.1.0]hexane having a (2S)-6-methylhept-5-en-2-yl group attached at position 5. It has a role as a plant metabolite.